ClC=1C(=C(C=CC1)\C=C(/F)\C=1N(C2=C(CN(CC2)C(=O)OC(C)(C)C)N1)C)C Tert-butyl (Z)-2-(2-(3-chloro-2-methylphenyl)-1-fluorovinyl)-1-methyl-1,4,6,7-tetrahydro-5H-imidazo[4,5-c]pyridine-5-carboxylate